C(C)(C)(C)OC(NCC(=O)N1CC(C1)(F)F)=O (2-(3,3-Difluoroazetidin-1-yl)-2-oxoethyl)carbamic acid tert-butyl ester